2-Fluoro-6-[[(1R)-1-[6-methyl-2-(2-methylimidazo[1,2-a]pyridin-6-yl)-4-oxo-chromen-8-yl]ethyl]amino]benzoic acid FC1=C(C(=O)O)C(=CC=C1)N[C@H](C)C=1C=C(C=C2C(C=C(OC12)C=1C=CC=2N(C1)C=C(N2)C)=O)C